3-(2-amino-[1,2,4]triazolo[1,5-a]pyridin-7-yl)-N-(2,2-difluoro-3-hydroxy-3-(4-(trifluoromethyl)phenyl)butyl)-2-fluoro-6-methylbenzamide NC1=NN2C(C=C(C=C2)C=2C(=C(C(=O)NCC(C(C)(C3=CC=C(C=C3)C(F)(F)F)O)(F)F)C(=CC2)C)F)=N1